FC(S(=O)(=O)OCC1(O[C@H]([C@H]([C@@H]1OC(C1=CC=CC=C1)(C1=CC=CC=C1)C1=CC=C(C=C1)OC)Cl)N1C(NC(C(=C1)F)=O)=O)COS(=O)(=O)C(F)(F)F)(F)F [(3R,4S,5R)-4-chloro-5-(5-fluoro-2,4-dioxo-3H-pyrimidin-1-yl)-3-[(4-methoxyphenyl)diphenylmethoxy]-2-[(trifluoromethanesulfonyloxy) methyl]oxolan-2-yl]methyl trifluoromethanesulfonate